tert-butyl 4-{ethyl[7-({8-fluoro-2-methylimidazo[1,2-a]pyridin-6-yl}carbamoyl)-2-methylindazol-4-yl]amino}piperidine-1-carboxylate C(C)N(C1CCN(CC1)C(=O)OC(C)(C)C)C=1C2=CN(N=C2C(=CC1)C(NC=1C=C(C=2N(C1)C=C(N2)C)F)=O)C